CC/C=C\\C/C=C\\C/C=C\\C/C=C\\C/C=C\\C/C=C\\CCCCCCCCCCCCCC/C=C/C(=O)SCCNC(=O)CCNC(=O)[C@@H](C(C)(C)COP(=O)(O)OP(=O)(O)OC[C@@H]1[C@H]([C@H]([C@@H](O1)N2C=NC3=C(N=CN=C32)N)O)OP(=O)(O)O)O The molecule is an unsaturated fatty acyl-CoA that results from the formal condensation of the thiol group of coenzyme A with the carboxy group of (2E,18Z,21Z,24Z,27Z,30Z,33Z)-hexatriacontaheptaenoic acid. It is an unsaturated fatty acyl-CoA and an ultra-long-chain fatty acyl-CoA. It is a conjugate acid of a (2E,18Z,21Z,24Z,27Z,30Z,33Z)-hexatriacontaheptaenoyl-CoA(4-).